1-methyl-1-(4-methyl-1-(5H-pyrrolo[2,3-b]pyrazin-2-yl)piperidin-4-yl)-3-(1-methyl-2-oxo-5-(trifluoromethyl)-1,2-dihydropyridin-3-yl)urea CN(C(=O)NC=1C(N(C=C(C1)C(F)(F)F)C)=O)C1(CCN(CC1)C=1N=C2C(=NC1)NC=C2)C